CC1(C2=CC=CC=C2C=2C=CC(=CC12)N(C1=CC=C(C=C1)C1=CC(=CC=C1)C1=CC=C(C=C1)N(C1=CC=CC=C1)C1=CC=2C(C3=CC=CC=C3C2C=C1)(C)C)C1=CC=CC=C1)C 4,4''-bis{(9,9-dimethyl-9H-fluoren-2-yl)-phenylamino}-1,1':3',1''-terphenyl